NC1CCN(CC1)C[C@H](C(=O)N1CCN(CC1)C=1C2=C(N=CN1)[C@@H](C[C@H]2C)O)C2=CC=C(C=C2)Cl (R)-3-(4-aminopiperidin-1-yl)-2-(4-chlorophenyl)-1-(4-((5R,7R)-7-hydroxy-5-methyl-6,7-dihydro-5H-cyclopenta[d]pyrimidin-4-yl)piperazin-1-yl)propan-1-one